N-(4-(2-(((1r,4r)-4-aminocyclohexyl)amino)quinazolin-6-yl)-3-fluorophenyl)-2-chlorobenzene-sulfonamide NC1CCC(CC1)NC1=NC2=CC=C(C=C2C=N1)C1=C(C=C(C=C1)NS(=O)(=O)C1=C(C=CC=C1)Cl)F